2-(phenyl-(phenylsulfonyl)methyl)benzofuran C1(=CC=CC=C1)C(C=1OC2=C(C1)C=CC=C2)S(=O)(=O)C2=CC=CC=C2